C(C)(C)(C)[Si](OC1C(CCC1)C=1SC=C(N1)C(F)(F)F)(C)C tert-butyl-dimethyl-[2-[4-(trifluoromethyl)thiazol-2-yl]cyclopentoxy]silane